BrC=1C(=NC(=NC1)Cl)NC1=CC2=C(C=CO2)C=C1N(S(=O)(=O)C)C N-(6-((5-bromo-2-chloropyrimidin-4-yl)amino)benzofuran-5-yl)-N-methylmethanesulfonamide